O=C1NC(CCC1N1C(C2=C(C=C(C=C2C1=O)CN1CCN(CC1)C1=NC(=C(C(=O)N)C=C1)C1=CC=C(C=C1)OC1=CC=CC=C1)F)=O)=O 6-(4-((2-(2,6-dioxopiperidin-3-yl)-7-fluoro-1,3-dioxoisoindolin-5-yl)methyl)piperazin-1-yl)-2-(4-phenoxyphenyl)nicotinamide